C1(CCCC1)OC=1C=C(C=CC1OC)C1CC(NC1)=O 4-(3-Cyclopentyloxy-4-methoxyphenyl)-2-oxo-pyrrolidin